2-butyl-4-(4-(((3S,4S)-3-fluoropiperidin-4-yl)oxy)phenyl)-2,7-naphthyridin-1(2H)-one C(CCC)N1C(C2=CN=CC=C2C(=C1)C1=CC=C(C=C1)O[C@@H]1[C@H](CNCC1)F)=O